2-methyl-5-oxo-N,6-bis(pyridin-2-ylmethyl)-5,6-dihydro-1,6-naphthyridine-3-carboxamide CC1=NC=2C=CN(C(C2C=C1C(=O)NCC1=NC=CC=C1)=O)CC1=NC=CC=C1